[2H]C([2H])([2H])N1CC[C@]23[C@@H]4[C@H]1CC5=C2C(=C(C=C5)OC([2H])([2H])[2H])O[C@H]3C(=O)CC4 hydrocodone-d6